(6S)-6-[2-Chloro-3-(3-phenyl-anilino)phenyl]-2-imino-6-methyl-3-(tetrahydropyran-4-yl)hexahydropyrimidin-4-one ClC1=C(C=CC=C1NC1=CC(=CC=C1)C1=CC=CC=C1)[C@@]1(CC(N(C(N1)=N)C1CCOCC1)=O)C